ClC=1SC(=CN1)CN1COCN(C1=N[N+](=O)[O-])C 3-(2-Chloro-thiazol-5-ylmethyl)-5-methyl(1,3,5)oxadiazinan-4-ylidene-N-nitroamine